Cl.C12CN(CC(CC1)N2)C2=NC(=C(C=1CN(CCC21)C2=CC(=CC1=CC=CC=C21)O)C#N)OC[C@H]2N(CCC2)C (3,8-Diazabicyclo[3.2.1]oct-3-yl)-6-(3-hydroxynaphthalen-1-yl)-3-(((S)-1-methylpyrrolidin-2-yl)methoxy)-5,6,7,8-tetrahydro-2,6-naphthyridine-4-carbonitrile hydrochloride